(2,3-dihydrothieno[3,4-b][1,4]dioxin-5-yl)triethylsilane (S)-(4,5-dihydro-7H-thieno[2,3-c]pyran-7-yl)-N-methyl-methylaminomethanesulfonate S1C=CC2=C1C(OCC2)[C@H](S(=O)(=O)O)N(C)C.O2C=1C(OCC2)=C(SC1)[Si](CC)(CC)CC